N-[2-methoxy-4-(piperidin-4-yl)phenyl]-7-(1-methyl-1H-pyrazol-5-yl)thieno[3,2-d]pyrimidin-2-amine COC1=C(C=CC(=C1)C1CCNCC1)NC=1N=CC2=C(N1)C(=CS2)C2=CC=NN2C